N-((R)-2-hydroxypropyl)-8-(4-(trifluoromethyl)cyclohex-1-en-1-yl)quinoline-3-carboxamide O[C@@H](CNC(=O)C=1C=NC2=C(C=CC=C2C1)C1=CCC(CC1)C(F)(F)F)C